N-[(2S,3R)-2-[(3'-chloro-2,5'-difluoro[1,1'-biphenyl]-3-yl)methyl]-1-(cyclopropane-carbonyl)-4,4-difluoropyrrolidin-3-yl]-methanesulfonamide ClC=1C=C(C=C(C1)F)C1=C(C(=CC=C1)C[C@@H]1N(CC([C@@H]1NS(=O)(=O)C)(F)F)C(=O)C1CC1)F